2,5-dibromocarbazole BrC1=CC=2NC3=CC=CC(=C3C2C=C1)Br